iodobenzonitrile-potassium salt [K].IC1=C(C#N)C=CC=C1